NC1=NC=CC(=C1N)OC1=C(C=C(C=C1)NC(=O)C=1N=CN(C1C(F)(F)F)C1=CC=CC=C1)F N-(4-((2,3-diaminopyridin-4-yl)oxy)-3-fluorophenyl)-1-phenyl-5-(trifluoromethyl)-1H-imidazole-4-carboxamide